9,18,23-trioxo-2,5,11,14-tetraoxa-8,17,22-triazanonatriacontane-1,21,39-tricarboxylic acid O=C(NCCOCCOCC(=O)O)COCCOCCNC(CCC(NC(CCCCCCCCCCCCCCCCC(=O)O)=O)C(=O)O)=O